COC1=NC(=NC(=C1C(=O)OC)NC12CC(C1)(C2)N2CCOCC2)S(=O)(=O)C methyl 4-methoxy-2-(methylsulfonyl)-6-((3-morpholinobicyclo[1.1.1]pentan-1-yl)amino)pyrimidine-5-carboxylate